FC=1C=NC=C(C1I)F 3,5-difluoro-4-iodopyridine